tri(2-methyl-2-phenylpropyl)stannum p-chlorobenzoate ClC1=CC=C(C(=O)[O-])C=C1.CC(C[Sn+](CC(C)(C)C1=CC=CC=C1)CC(C)(C)C1=CC=CC=C1)(C)C1=CC=CC=C1